(4-bromo-2-pyridyl)hydrazine BrC1=CC(=NC=C1)NN